FC=1C(=NC(=NC1)N[C@H]1[C@@H](CN(CC1)C(=O)OC(C)(C)C)O)C=1C=C(C2=C(N(C(=N2)C)C(C)C)C1)F tert-butyl (3R,4R)-4-({5-fluoro-4-[4-fluoro-2-methyl-1-(propan-2-yl)-1H-benzimidazol-6-yl]pyrimidin-2-yl}amino)-3-hydroxypiperidine-1-carboxylate